methyl (1S,3S)-3-((2-bromo-6-(1-methyl-5-(((tetrahydro-2H-pyran-2-yl)oxy)methyl)-1H-1,2,3-triazol-4-yl)pyridin-3-yl)oxy)cyclohexane-1-carboxylate BrC1=NC(=CC=C1O[C@@H]1C[C@H](CCC1)C(=O)OC)C=1N=NN(C1COC1OCCCC1)C